ClC=1C=C(OC2=C(C#N)C=C(C=C2)[N+](=O)[O-])C=CC1Cl 2-(3,4-Dichlorophenoxy)-5-nitrobenzonitrile